vinyl-iodo-boron C(=C)[B]I